methyl 6-(2-{[7-(5-methyl-1,2,4-oxadiazol-3-yl)isoquinolin-1-yl]amino}ethyl)-7-oxo-4H,5H,6H,7H-thieno[2,3-c]pyridine-2-carboxylate CC1=NC(=NO1)C1=CC=C2C=CN=C(C2=C1)NCCN1C(C2=C(CC1)C=C(S2)C(=O)OC)=O